benzyl N-[(1S)-1-[[(1S)-1-cyano-2-[(3S)-2-oxopyrrolidin-3-yl]ethyl]carbamoyl]-3-methyl-butyl]carbamate C(#N)[C@H](C[C@H]1C(NCC1)=O)NC(=O)[C@H](CC(C)C)NC(OCC1=CC=CC=C1)=O